(R)-4-(2-((2,4-Dimethoxybenzyl)amino)-4-((1-hydroxy-2-methylhexan-2-yl)amino)pyrido[3,2-d]pyrimidin-7-yl)-1-methyl-5-((methyl(phenethyl)amino)methyl)pyridin-2(1H)-one COC1=C(CNC=2N=C(C3=C(N2)C=C(C=N3)C3=CC(N(C=C3CN(CCC3=CC=CC=C3)C)C)=O)N[C@@](CO)(CCCC)C)C=CC(=C1)OC